N1=CN=CC(=C1)N1CC2=C(CC1)C=C(S2)C(=O)OC methyl 6-(pyrimidin-5-yl)-4,5,6,7-tetrahydrothieno[2,3-c]pyridine-2-carboxylate